5-(5-(2-((tert-butyldimethylsilyl)oxy)ethyl)-2-oxoOxazolidin-3-yl)-2-methylnicotinonitrile [Si](C)(C)(C(C)(C)C)OCCC1CN(C(O1)=O)C=1C=NC(=C(C#N)C1)C